BrC1=NC(=CC(=C1)O)[C@]1(COCC1)OC (R)-2-bromo-6-(3-methoxytetrahydrofuran-3-yl)pyridin-4-ol